1,3-dimethoxycyclohexylcyclohexane COC1(CC(CCC1)OC)C1CCCCC1